2-(6,7-dihydro-5H-pyrazolo[5,1-b][1,3]oxazin-3-yl)-N-(2-methyl-5-(2-(3-methylazetidin-1-yl)acetamido)pyridin-3-yl)pyrazolo[5,1-b]thiazole-7-carboxamide N1=CC(=C2OCCCN21)C2=CN1C(S2)=C(C=N1)C(=O)NC=1C(=NC=C(C1)NC(CN1CC(C1)C)=O)C